N,N-diethyldecahydroquinolinium C(C)[N+]1(CCCC2CCCCC12)CC